N-ethyl-pyrrole bromide [Br-].C(C)N1C=CC=C1